1,3-bis(furan-2-yl)-2-propen-1-one O1C(=CC=C1)C(C=CC=1OC=CC1)=O